(S)-(2,7-Dimethyl-3-(1-methyl-3-(trifluoromethyl)-1H-pyrazol-5-yl)-2,4,5,7-tetrahydro-6H-pyrazolo[3,4-c]pyridin-6-yl)(thiazolo[4,5-c]pyridin-7-yl)methanone CN1N=C2[C@@H](N(CCC2=C1C1=CC(=NN1C)C(F)(F)F)C(=O)C=1C2=C(C=NC1)N=CS2)C